ClC1=C(C=C(OCC(=O)NC23CC(C2)(C3)NC=3N=NC(=CC3)C(F)(F)F)C=C1)F 2-(4-chloro-3-fluorophenoxy)-N-(3-{[6-(trifluoromethyl)pyridazin-3-yl]amino}bicyclo[1.1.1]pentan-1-yl)acetamide